2-chloro-[1,3]oxazolo[5,4-b]pyridine ClC=1OC2=NC=CC=C2N1